O=C1OC2=C(N1C1C(NC(CC1)=O)=O)C=CC(=C2)N2CCN(CC2)CCC2CCNCC2 3-(2-oxo-6-(4-(2-(piperidin-4-yl)ethyl)piperazin-1-yl)benzo[d]oxazol-3(2H)-yl)piperidine-2,6-dione